ClC=1C=CC=2C3=C(NC(C2C1)=O)COC[C@H]3N(C(=O)NC3=CC(=C(C=C3)F)C)C (S)-1-(8-chloro-6-oxo-1,4,5,6-tetrahydro-2H-pyrano[3,4-c]isoquinolin-1-yl)-3-(4-fluoro-3-methylphenyl)-1-methylurea